NC=1C=CC2=C(N(C(N2C)=O)C[C@H]2CNC(O2)=O)C1 (R)-5-((6-amino-3-methyl-2-oxo-2,3-dihydro-1H-benzo[d]imidazol-1-yl)methyl)oxazolidin-2-one